tert-butyl 4-(3-bromoanilino)piperidine-1-carboxylate BrC=1C=C(NC2CCN(CC2)C(=O)OC(C)(C)C)C=CC1